N-((5-bromo-6-hydroxy-1-tosyl-1H-indol-2-yl)methyl)azetidine-1-carboxamide BrC=1C=C2C=C(N(C2=CC1O)S(=O)(=O)C1=CC=C(C)C=C1)CNC(=O)N1CCC1